2-(2-bromo-4-chlorophenyl)propan-2-ol BrC1=C(C=CC(=C1)Cl)C(C)(C)O